2-acryloyl-7-amino-10-chloro-9-(5-methyl-1H-indazol-4-yl)-1,2,3,4,12,12a-hexahydro-6H-benzo[f]pyrazino[2,1-c][1,4]oxazepin-6-one C(C=C)(=O)N1CC2COC3=C(C(N2CC1)=O)C(=CC(=C3Cl)C3=C1C=NNC1=CC=C3C)N